4-(methylsulfonyl)phenylboric acid CS(=O)(=O)C1=CC=C(C=C1)OB(O)O